C(CCCCCCC=C)(=O)[O-].C(CCCCCCC=C)(=O)[O-].C(CCCCCCC=C)(=O)[O-].[Al+3] aluminum tri(8-nonenoate)